(S)-8-hydroxy-7-methoxy-10-((2-(trimethylsilyl)ethoxy)methyl)-1,11a-dihydro-3H,5H-spiro[benzo[e]pyrrolo[1,2-a][1,4]diazepine-2,1'-cyclopropane]-5,11(10H)-dione OC=1C(=CC2=C(N(C([C@H]3N(C2=O)CC2(CC2)C3)=O)COCC[Si](C)(C)C)C1)OC